OC1=CNC2=CC=CC(=C12)O 3,4-dihydroxyindole